(N-(5-chloro-2-(4-cyclopropylmethoxypiperidin-1-yl)pyridin-3-yl)aminosulfonyl)-N-hydroxybenzofuran-2-carboxamide ClC=1C=C(C(=NC1)N1CCC(CC1)OCC1CC1)NS(=O)(=O)C1=C(OC2=C1C=CC=C2)C(=O)NO